(2R,3R,4R,5S)-2-(hydroxymethyl)-1-(3-(4-propoxyphenyl)propyl)piperidine-3,4,5-triol OC[C@H]1N(C[C@@H]([C@H]([C@@H]1O)O)O)CCCC1=CC=C(C=C1)OCCC